C(CCCCC)OC1=CC=C(C=C1)CC(=O)O 4-hexyloxyphenylacetic acid